ClCCN1C(=CC=2C(=CC=CC12)NC1CCN(CC1)C)C#CCNC=1C=NC(=CC1)C 1-(2-chloroethyl)-N-(1-methylpiperidin-4-yl)-2-{3-[(6-methylpyridin-3-yl)amino]-prop-1-yn-1-yl}-1H-indol-4-amine